(S)-N-((1S)-2,2-difluoro-1-(3-fluorophenyl)-3-(2,4,6-trioxo-1-(tetrahydro-2H-pyran-4-yl)hexahydropyrimidin-5-yl)propyl)-2-methylpropan-2-sulfinamide FC([C@H](C1=CC(=CC=C1)F)N[S@@](=O)C(C)(C)C)(CC1C(NC(N(C1=O)C1CCOCC1)=O)=O)F